COC(C1=C(C(=C(C=C1)Br)F)C(C)Br)=O 4-bromo-2-(1-bromoethyl)-3-fluorobenzoic acid methyl ester